ClC=1N=C(N(C1)C(=O)NCCCC(F)(F)F)OC(C)C 4-Chloro-2-isopropoxy-N-(4,4,4-trifluorobutyl)-1H-imidazole-1-carboxamide